NC[C@H]1CO[C@H]2[C@@H]1OC[C@@H]2NC(OCC2=CC=CC=C2)=O benzyl ((3S,3aR,6S,6aR)-6-(aminomethyl)hexahydrofuro[3,2-b]furan-3-yl)carbamate